C(C)(C)(C)OC(=O)N(C1=NC=CC(=C1)C=1OC=C(N1)C(=O)NC=1C(=NN(C1)C1CCC(CC1)N1CCN(CC1)C(=O)OC(C)(C)C)C(N)=O)CC(F)(F)F tert-butyl 4-((1r,4r)-4-(4-(2-(2-((tert-butoxycarbonyl)(2,2,2-trifluoroethyl)amino)pyridin-4-yl)oxazole-4-carboxamido)-3-carbamoyl-1H-pyrazol-1-yl)cyclohexyl)piperazine-1-carboxylate